ClC=1C=CC=C2C=CC(=NC12)NC1=CC=C(C=C1)OC1=CC=CC=C1 8-chloro-N-(4-phenoxyphenyl)quinolin-2-amine